phenyl-cyclopropanesulfonamide C1(=CC=CC=C1)C1(CC1)S(=O)(=O)N